FCCN1C[C@H]([C@@H](CC1)CC1=C2C=CNC2=C(C=C1C)C)C=1C=NN(C1)C 4-(((3R,4R)-1-(2-fluoroethyl)-3-(1-methyl-1H-pyrazol-4-yl)piperidin-4-yl)methyl)-5,7-dimethyl-1H-indole